BrC1=C(C(=NC=C1)C(=O)OC)C(=O)OC dimethyl bromopyridine-2,3-dicarboxylate